(Z)-Ethyl ((cyclohexylamino)((2-oxopropyl)thio)methylene)carbamate C1(CCCCC1)N/C(/SCC(C)=O)=N/C(OCC)=O